3-[2-ethyl-4-(pyrazolo[1,5-a]pyrimidin-7-yloxy)phenyl]-1-[5-(trifluoromethyl)-3-pyridinyl]-2,4-imidazolidinedione C(C)C1=C(C=CC(=C1)OC1=CC=NC=2N1N=CC2)N2C(N(CC2=O)C=2C=NC=C(C2)C(F)(F)F)=O